2-(difluoromethoxy)-N-((5-(methylthio)-[1,2,4]triazolo[1,5-c]quinazolin-2-yl)methyl)benzamide FC(OC1=C(C(=O)NCC2=NN3C(=NC=4C=CC=CC4C3=N2)SC)C=CC=C1)F